C(C1=CC=CC=C1)(=O)OC(C)(C)C tert-butyl benzoate